silver aluminum-cadmium [Cd].[Al].[Ag]